4-(4-(naphthalen-1-yl)thiophen-2-yl)-4-oxobutanoic acid methyl ester COC(CCC(=O)C=1SC=C(C1)C1=CC=CC2=CC=CC=C12)=O